FC1(CN(CC[C@@]1(O)C)C1=NC=CC(=N1)NC=1N=CC2=C(N=CC(=C2C1)C(C)C)N1[C@@H]([C@H](C1)CS(=O)(=O)C)C)F (4S)-3,3-difluoro-1-[4-({8-[(2R,3S)-3-(methanesulfonylmeth-yl)-2-methylazetidin-1-yl]-5-(propan-2-yl)-2,7-naphthyridin-3-yl}amino)pyrimidin-2-yl]-4-methylpiperidin-4-ol